N-[2-(2-methyl-1-oxoisoquinolin-4-yl)-4-methylsulfonylphenyl]acetamide CN1C(C2=CC=CC=C2C(=C1)C1=C(C=CC(=C1)S(=O)(=O)C)NC(C)=O)=O